C[Si](CCOCN1N=C2C=CC3=C(C2=C1)C=C(S3)C(=O)O)(C)C 2-((2-(trimethylsilyl)ethoxy)methyl)-2H-thieno[3,2-e]indazole-7-carboxylic acid